N-(5-(5-((4-(4-cyano-6-methylpyrimidin-2-yl)piperazin-1-yl)sulfonyl)indoline-1-carbonyl)-2-methyl-1H-imidazol-1-yl)methanesulfonamide C(#N)C1=NC(=NC(=C1)C)N1CCN(CC1)S(=O)(=O)C=1C=C2CCN(C2=CC1)C(=O)C1=CN=C(N1NS(=O)(=O)C)C